BrC=1C(=NC(=CC1)N1C(=CC=C1C)C)C 3-bromo-6-(2,5-dimethyl-1H-pyrrol-1-yl)-2-methylpyridine